5-(1-(2,6-difluoro-3'-methoxy-[1,1'-biphenyl]-4-yl)-1H-1,2,3-triazol-4-yl)pyrimidin-2-amine FC1=C(C(=CC(=C1)N1N=NC(=C1)C=1C=NC(=NC1)N)F)C1=CC(=CC=C1)OC